2-bromo-4-(4-{[2-(4-chlorophenyl)-4,4-dimethylcyclohex-1-en-1-yl]methyl}piperazin-1-yl)-N-{3-nitro-4-[(oxan-4-ylmethyl)amino]benzenesulfonyl}benzamide BrC1=C(C(=O)NS(=O)(=O)C2=CC(=C(C=C2)NCC2CCOCC2)[N+](=O)[O-])C=CC(=C1)N1CCN(CC1)CC1=C(CC(CC1)(C)C)C1=CC=C(C=C1)Cl